FCCCN1N=C(C(=C1)NC1=NC=C(C=N1)I)C N-(1-(3-fluoropropyl)-3-methyl-1H-pyrazol-4-yl)-5-iodopyrimidin-2-amine